4-(3-aminoazepan-1-yl)-2-cyclopentyl-phthalazin-1(2H)-one hydrochloride Cl.NC1CN(CCCC1)C1=NN(C(C2=CC=CC=C12)=O)C1CCCC1